C(C)(C)(C)OC(=O)NCCCCN N-tert-butyloxycarbonyl-1,4-butanediamine